3-(6-fluoro-3-pyridyl)-6-methoxy-quinazolin-4-one FC1=CC=C(C=N1)N1C=NC2=CC=C(C=C2C1=O)OC